C1=CC=CC2=C1C1=C(P(O2)=O)C=CC=C1 dibenzo[c,e][1,2]oxaphosphine-6-oxide